BrC1=CC=2C3=C(C=NC2C=C1)N=CN3CCC[C@@H](C)OC3=C(C=C(C=C3)F)[C@@H]3NC[C@H](C3)F 8-bromo-1-((R)-4-(4-fluoro-2-((2R,4S)-4-fluoropyrrolidin-2-yl)phenoxy)pentyl)-1H-imidazo[4,5-c]quinoline